5-(2-(2-fluoro-3,4,5-trimethylphenylamino)-5-methylpyrimidin-4-ylamino)benzo[d]oxazol-2(3H)-one FC1=C(C=C(C(=C1C)C)C)NC1=NC=C(C(=N1)NC=1C=CC2=C(NC(O2)=O)C1)C